CC(C)(C)OC(=O)N[C@@H](CC1CCCCC1)CO (S)-(-)-2-(tert-butoxycarbonylamino)-3-cyclohexyl-1-propanol